C(C)[Si](CCCCCC)(C)C Ethyldimethyl-(hexyl)silane